O[C@@H](C[N+](C)(C)C)CC([O-])=O |r| (±)-carnitine